C(N)(=N)C1=CC(=C(CNC(=O)C=2C=NN(C2)CC=2N=C3N(C=C(C=C3)C3CC3)C2)C(=C1)C)C N-(4-carbamimidoyl-2,6-dimethylbenzyl)-1-((6-cyclopropylimidazo[1,2-a]pyridin-2-yl)methyl)-1H-pyrazole-4-carboxamide